Triglycerol Monostearate C(CCCCCCCCCCCCCCCCC)(=O)O.OCC(O)CO.OCC(O)CO.OCC(O)CO